1-((2R,3R)-8-Fluoro-3-(((R)-3,3,3-trifluoro-2-methoxy-2-phenylpropanoyl)oxy)-1,2,3,4-tetrahydronaphthalen-2-yl)-4-phenylpiperidin-1-ium chloride [Cl-].FC=1C=CC=C2C[C@H]([C@@H](CC12)[NH+]1CCC(CC1)C1=CC=CC=C1)OC([C@@](C(F)(F)F)(C1=CC=CC=C1)OC)=O